2-(4-phenylphenyl)-2-propylhydroperoxide C1(=CC=CC=C1)C1=CC=C(C=C1)C(C)(C)OO